C1(=CC=CC=C1)N(C=1C=C(C=CC1)\C=C(\C#N)/C=O)C1=CC=CC=C1 (Z)-3-(3-(diphenylamino)phenyl)-2-formylacrylonitrile